ClC1=CC=CC=2N1N=C(C2)[C@H]2N(CCC1=C2N=CN1)C(=O)C=1OC(=NN1)C1=NN(C=C1)C(F)(F)F (S)-(4-(7-chloropyrazolo[1,5-a]pyridin-2-yl)-6,7-dihydro-1H-imidazo[4,5-c]pyridin-5(4H)-yl)(5-(1-(trifluoromethyl)-1H-pyrazol-3-yl)-1,3,4-oxadiazol-2-yl)methanone